COC(=O)C1=C(C2=NC=C(C=C2O1)Br)O 6-Bromo-3-hydroxyfuro[3,2-b]pyridine-2-carboxylic acid methyl ester